OCC=1C=C2C=C(NC2=CC1)COC1OCCCC1 5-(hydroxymethyl)-2-(((tetrahydro-2H-pyran-2-yl)oxy)methyl)-1H-indole